4-[[4-(3-hydroxyphenyl)-1-piperazinyl]carbonyl]-2-(1-methylethyl)-1(2H)-phthalazinone OC=1C=C(C=CC1)N1CCN(CC1)C(=O)C1=NN(C(C2=CC=CC=C12)=O)C(C)C